IC1=C(C(=CC(=C1)I)/C=N/C1=CC=C(C=C1)C=1OC2=C(N1)C(=CC=C2)C)O (E)-2,4-diiodo-6-(((4-(4-methylbenzo[d]oxazol-2-yl)phenyl)imino)methyl)phenol